N-(1-(5-(4-(N-(tert-butyl)sulfamoyl)phenyl)-1H-1,2,4-triazol-3-yl)-2-phenylethyl)-4-fluorobenzamide C(C)(C)(C)NS(=O)(=O)C1=CC=C(C=C1)C1=NC(=NN1)C(CC1=CC=CC=C1)NC(C1=CC=C(C=C1)F)=O